tert-Butyl(2-(((S)-1-((3R,5'S)-5'-cyano-2-oxospiro[indoline-3,3'-pyrrolidine]-1'-yl)-3-cyclopropyl-1-oxopropan-2-yl)amino)-1-(1-methylcyclopropyl)-2-oxoethyl)carbamate C(C)(C)(C)OC(NC(C(=O)N[C@H](C(=O)N1C[C@]2(C[C@H]1C#N)C(NC1=CC=CC=C12)=O)CC1CC1)C1(CC1)C)=O